C(=O)(O)CN1CCN(CCN(CCN(CC1)CC(=O)O)CC(=O)O)C(C(=O)O)CC 2-[4,7,10-tris(carboxymethyl)-1,4,7,10-tetraazacyclododecan-1-yl]butyric acid